[Cl-].C(CCCCCCCCCCCCCCCCC)[N+](CCCCCCCCCCC[Si](OCC)(OCC)OCC)(C)C octadecyl-dimethyl-(11-triethoxysilylundecyl)ammonium chloride